C(CCC)C(C(C(C(=O)O)(CCCC)CCCC)(O)C(=O)O)C(=O)O.C(C)(C)(C)NC=C1C(OC2=CC=CC=C2C1=O)C1=CC(=C(C=C1)O)CC 3-((tert-butylamino)methylene)-2-(3-ethyl-4-hydroxyphenyl)chroman-4-one Tri-n-Butylcitrat